[2-[ethyl-(methyl)amino]-4-isopropyl-7-oxo-thieno[2,3-d]pyridazin-6-yl]acetic acid C(C)N(C1=CC2=C(C(N(N=C2C(C)C)CC(=O)O)=O)S1)C